B.BrC1=CC=CC(=N1)N1CCOCC1 4-(6-bromopyridin-2-yl)morpholine boron hydride